tert-butyl 3-[(1S,3R)-3-(tert-butoxycarbonylamino)cyclohexyl]-[1,2,4]triazolo[4,3-b]pyridazine-6-carboxylate C(C)(C)(C)OC(=O)N[C@H]1C[C@H](CCC1)C1=NN=C2N1N=C(C=C2)C(=O)OC(C)(C)C